C(C)OC(=O)[C@@H]1CN(C[C@H]1C)CC1=CC=CC=C1 |r| (+-)-trans-1-benzyl-4-methylpyrrolidine-3-carboxylic acid ethyl ester